3-Butyl-3-ethyl-5-(4-fluorophenyl)-7-(methylthio)-2,3,4,5-tetrahydro-1,5-benzothiazepine-8-carboxylic acid methyl ester 1,1-dioxide COC(=O)C1=CC2=C(N(CC(CS2(=O)=O)(CC)CCCC)C2=CC=C(C=C2)F)C=C1SC